ethyl 2-(3-bromo-5-fluoro-2-pyridyl)propanedioate BrC=1C(=NC=C(C1)F)C(C(=O)OCC)C(=O)[O-]